FC1(COCOCC(C1(F)F)(F)F)F 1,3-dioxa-5,5,6,6,7,7-hexafluorocyclooctane